N-(t-butoxycarbonyl)-1,8-octanediamine C(C)(C)(C)OC(=O)NCCCCCCCCN